O=C1C2C3CCCC3=C(C1)C2 8-Ketotricyclo[5.2.1.02,6]Decene